C(CCCCCCC)N(CCO)CCO N-octyl-diethanolamine